OC1=C(C=C(\C=C/2\C(NC(S2)=S)=O)C=C1)C (Z)-5-(4-hydroxy-3-methylbenzylidene)-2-thioxo-1,3-thiazolidin-4-one